(1R)-1-[2-[3-(Difluoromethyl)-5-methyl-pyrazol-1-yl]-6-[5-[(6-methylpyridazin-3-yl)amino]benzimidazol-1-yl]-3-pyridyl]ethanol FC(C1=NN(C(=C1)C)C1=NC(=CC=C1[C@@H](C)O)N1C=NC2=C1C=CC(=C2)NC=2N=NC(=CC2)C)F